C(C)(C)(C)C=1C(=CC2=C(C=C(C=C2C1)C(C)(C)C)C(C)(C)C)C=1C(=C(C=CC1C(C1=CC=CC=C1)=O)P([O-])([O-])[O-])C1=CC2=C(C=C(C=C2C=C1C(C)(C)C)C(C)(C)C)C(C)(C)C bis(3,6,8-tri-t-butyl-2-naphthyl)(4-benzoylphenyl)phosphite